BrCC=1C=C(C=CC1C(=O)OC)N1CCN(CC1)C(=O)OC(C)(C)C tert-butyl 4-[3-(bromomethyl)-4-methoxycarbonyl-phenyl]piperazine-1-carboxylate